6-Fluoro-8-(6-fluoro-1H-indol-4-yl)-9-methoxy-1,4,4-trimethyl-5H-[1,2,4]triazolo[4,3-a]quinoxaline FC1=C2NC(C=3N(C2=C(C(=C1)C1=C2C=CNC2=CC(=C1)F)OC)C(=NN3)C)(C)C